C(CC)OC(=O)C(C)C1=CC=C(CC(C)C)C=C1 ibuprofen propyl ester